[Si](C)(C)(C(C)(C)C)OCCCC1=NC(=CC(=C1)C=1C(=CC(=NC1)[C@H](C)NC(OC(C)(C)C)=O)C)C(F)(F)F tert-butyl N-[(1S)-1-[5-[2-[3-[tert-butyl(dimethyl) silyl]oxypropyl]-6-(trifluoromethyl)-4-pyridyl]-4-methyl-2-pyridyl]ethyl]carbamate